4-[(2R)-3-(3,4-dihydro-1H-isoquinolin-2-yl)-2-hydroxypropyl]-8-[(3-fluoro-1-methyl-4-piperidyl)oxy]-2,3-dihydro-1,4-benzoxazepin-5-one C1N(CCC2=CC=CC=C12)C[C@H](CN1CCOC2=C(C1=O)C=CC(=C2)OC2C(CN(CC2)C)F)O